FC1=CC=C(C=C1)C(=C1CCN(CC1)CCC=1N=NN(C1)S(=O)(=O)C1=C(N=C(S1)C)C)C1=CC=C(C=C1)F 5-((4-(2-(4-(Bis(4-fluorophenyl)methylene)piperidin-1-yl)ethyl)-1H-1,2,3-triazol-1-yl)sulfonyl)-2,4-dimethyl-thiazole